N-(1-(2-(((1H-pyrrolo[3,2-c]pyridin-2-yl)methyl)amino)-2-oxoethyl)-6-oxo-2-phenyl-1,6-dihydropyrimidin-5-yl)-3-phenylpropanamide N1C(=CC=2C=NC=CC21)CNC(CN2C(=NC=C(C2=O)NC(CCC2=CC=CC=C2)=O)C2=CC=CC=C2)=O